C(C1=CC=CC=C1)O[C@@H](C)[C@H]1N(S(C2=C(N(C1)C1=CC=CC=C1)C=C(C(=C2)C=2C=CC(=C(C(=O)O)C2)F)Cl)(=O)=O)C 5-((S)-3-((S)-1-(benzyloxy)ethyl)-7-chloro-2-methyl-1,1-dioxido-5-phenyl-2,3,4,5-tetrahydrobenzo[f][1,2,5]thiadiazepin-8-yl)-2-fluorobenzoic acid